C(C)OC(=O)C=1C=NN(C1C(F)(F)F)C1CN(CCC1)C1=C(C=CC(=C1)Cl)C=1C=NC(=CC1)C1CC1 1-{1-[5-chloro-2-(6-cyclopropylpyridin-3-yl)phenyl]piperidin-3-yl}-5-(trifluoromethyl)-1H-pyrazole-4-carboxylic acid ethyl ester